(2S)-2-amino-4-(methylphosphinato)butyric acid N[C@H](C(=O)O)CCP(=O)([O-])C